OC12CC3(CC(CC(C1)C3)C2)NCC(=O)N2[C@@H]([C@@H]3C[C@@H]3C2)C#N (1R,2S,5S)-3-((3-hydroxyadamantan-1-yl)glycyl)-3-azabicyclo[3.1.0]hexane-2-carbonitrile